CC(C(=O)OCOC(=O)C=1C=C(C=CC1O)NC(=O)C=1C(=C(C(=O)NC=2C=CC(=C(C(=O)OCOC(C(C)(C)C)=O)C2)O)C=C(C1)O)O)(C)C 2,2-Dimethylpropanoyloxymethyl 5-[[3-[[3-(2,2-Dimethylpropanoyloxymethoxycarbonyl)-4-hydroxy-phenyl] carbamoyl]-2,5-dihydroxy-benzoyl] amino]-2-hydroxy-benzoate